5-(trifluoromethyl)-4,5,6,7-tetrahydro-1H-indazol-3-carboxamide FC(C1CC=2C(=NNC2CC1)C(=O)N)(F)F